1-(5-(2-((1-((1-methyl-1H-imidazol-4-yl)sulfonyl)piperidin-4-yl)amino)-5-(trifluoromethyl)pyrimidin-4-yl)thiazol-2-yl)ethan-1-ol CN1C=NC(=C1)S(=O)(=O)N1CCC(CC1)NC1=NC=C(C(=N1)C1=CN=C(S1)C(C)O)C(F)(F)F